lauryl ether C(CCCCCCCCCCC)OCCCCCCCCCCCC